2-{3-(dibenzothiophene-4-yl)-5-(1,1'-biphenyl-4-yl)-phenyl}-4,6-diphenyl-1,3,5-triazine C1=CC=C(C=2SC3=C(C21)C=CC=C3)C=3C=C(C=C(C3)C3=CC=C(C=C3)C3=CC=CC=C3)C3=NC(=NC(=N3)C3=CC=CC=C3)C3=CC=CC=C3